C(#N)C1=CC=C(CN2N=CC(=C2)C(=O)N2CC3(CNC3)C(C2)C(=O)OCC)C=C1 Ethyl 6-(1-(4-cyanobenzyl)-1H-pyrazole-4-carbonyl)-2,6-diazaspiro[3.4]octane-8-carboxylate